3-(acetylamino)-4-chlorophenylalanine C(C)(=O)NC=1C=C(C[C@H](N)C(=O)O)C=CC1Cl